ClC=1C=C2C(=CN=C(C2=CN1)N1[C@@H]([C@H](C1)CS(=O)(=O)C)C)I 6-chloro-4-iodo-1-[(2R,3S)-3-(methylsulfonylmethyl)-2-methylazetidin-1-yl]-2,7-naphthyridine